(S)-3-([1,1'-Biphenyl]-2-ylethynyl)-N-(2-(dimethylamino)-2-oxo-1-phenylethyl)-1H-indazole-5-carboxamide C1(=C(C=CC=C1)C#CC1=NNC2=CC=C(C=C12)C(=O)N[C@H](C(=O)N(C)C)C1=CC=CC=C1)C1=CC=CC=C1